C(#CCC=C)C1=CC(=CC=C1)F 1-(pent-4-en-1-ynyl)-3-fluorobenzene